C(C)N(C(=N)N)CC 1,1-diethyl-guanidine